N1(N=CN=C1)CCNC=1C=C(C=CC1C1=CC=NN1C)NC1=CC=CC=C1 N3-(2-(1H-1,2,4-triazol-1-yl)ethyl)-4-(1-methyl-1H-pyrazol-5-yl)-N1-phenylbenzene-1,3-diamine